C(CCCCCCC)Br 1-octylbromide